S-((2-methoxy-1,3-dioxolan-4-yl)methyl)ethanethiol COC1OCC(O1)CSCC